N1(N=CC=C1)C(C1=CC2=C(C(=NO2)NS(=O)(=O)C2=C(C=CC=3OCCCOC32)OC)C(=C1)OC)([2H])[2H] N-(6-((1H-pyrazol-1-yl)methyl-d2)-4-methoxybenzo[d]isoxazol-3-yl)-7-methoxy-3,4-dihydro-2H-benzo[b][1,4]dioxepin-6-sulfonamide